[1,2,4]triazolo[4,3-a]pyrazine-3-carboxylic acid N=1N=C(N2C1C=NC=C2)C(=O)O